CC1=C(C=CC=C1)C(CC)CC 1-methyl-2-(1-ethylpropyl)benzene